FC(OC1=CC=C(C=C1)S(=O)(=O)N1CCC2(CC(CO2)N2C[C@@H]3[C@H](C2)COC3)CC1)F 8-((4-(Difluoromethoxy)phenyl)sulfonyl)-3-((3aR,6aS)-tetrahydro-1H-furo[3,4-c]pyrrol-5(3H)-yl)-1-oxa-8-azaspiro[4.5]decane